FC1=C(C=CC(=C1)OCC(F)(F)F)C=1C=C2CCN[C@H](C2=CC1)CNC=1C=NC=CC1C(=O)O 3-({[(1R)-6-[2-fluoro-4-(2,2,2-trifluoro-ethoxy)phenyl]-1,2,3,4-tetrahydroisoquinolin-1-yl]methyl}amino)pyridine-4-carboxylic acid